3-(3,5-dimethylphenyl)-6,7-dihydrothieno[2'',3'':4',5']pyrimido[1',2':1,2]pyrido[3,4-b]indol-4(12H)-one CC=1C=C(C=C(C1)C)C1=CSC=2N=C3N(CCC4=C3NC3=CC=CC=C43)C(C21)=O